C1(=CC=CC=C1)N/C(/C(=O)OCC)=N/OC(C1=CC=C(C=C1)C(F)(F)F)=O Ethyl (E)-2-(phenylamino)-2-(((4-(trifluoromethyl)benzoyl)oxy)imino)acetate